3-((3-(4-Bromobenzyl)-1-methyl-2,4-dioxo-1,2,3,4,7,8-hexahydropyrido[4,3-d]pyrimidin-6(5H)-yl)methyl)benzonitrile BrC1=CC=C(CN2C(N(C3=C(C2=O)CN(CC3)CC=3C=C(C#N)C=CC3)C)=O)C=C1